1-Butyl-3-Methylimidazolacetat C(CCC)N1C(N(C=C1)C)CC(=O)[O-]